F[P-](F)(F)(F)(F)F.C(C)N(CC)CCN1CN(C=C1)CC 1-(N,N-diethylaminoethyl)-3-ethylimidazole hexafluorophosphate